CC(C)C1=C(C=NC=C1)C1CN(C1)C(=O)OC(C)(C)C tert-butyl 3-[4-(propan-2-yl)pyridin-3-yl]azetidine-1-carboxylate